ClC=1C=C(C=CC1)C1(C(NC(N1)=O)=O)C 5-(3-chlorophenyl)-5-methylimidazole-2,4-dione